ClC1=C(C(=CC=C1)F)S(=O)(=O)NCC1[C@H]2CN(C[C@@H]12)C1=NC=C(C=C1)C=1C=2N(C=C(C1)C=1C=NN(C1)C)N=CC2C#N 2-chloro-N-(((1R,5S,6r)-3-(5-(3-cyano-6-(1-methyl-1H-pyrazol-4-yl)pyrazolo[1,5-a]pyridin-4-yl)pyridin-2-yl)-3-azabicyclo[3.1.0]hexan-6-yl)methyl)-6-fluorobenzenesulfonamide